3-((1H-indazol-4-yl)methyl)-7-((1H-pyrazol-5-yl)methyl)-5-methyl-3,5-dihydro-4H-pyridazino[4,5-b]indol-4-one N1N=CC2=C(C=CC=C12)CN1N=CC2=C(N(C=3C=C(C=CC23)CC2=CC=NN2)C)C1=O